C(C)C(=CO)CCC1C(C(=CC1)C)(C)C 2-ethyl-4-(2,2,3-trimethyl-3-cyclopenten-1-yl)-buten-1-ol